FC=1C=C(C=CC1)C(C(=O)O)CC(C(=O)O)C1=CC=CC=C1 2-(3-fluorophenyl)-4-phenylpentanedioic acid